BrC1=CC2=CN(N=C2C(=C1)O[C@H](C)C1=C(C=C(C=C1)Cl)Cl)C 5-bromo-7-[(1R)-1-(2,4-dichlorophenyl)ethoxy]-2-methylindazole